ClC1=CC=C(C(=O)C2=C(SC(=C2C)C)NC(=O)C2(CC2)NC(OC(C)(C)C)=O)C=C1 tert-butyl N-[1-[[3-(4-chlorobenzoyl)-4,5-dimethyl-2-thienyl]carbamoyl]cyclopropyl]carbamate